[C@H](C)(CC)OC1=CC=2N(C=C1C(=O)NC=1C(N(C=CC1)C1C(C1)F)=O)C=C(N2)C21COC(C2)(C1)C 7-((S)-sec-Butoxy)-N-(1-cis-(2-fluorocyclopropyl)-2-oxo-1,2-dihydropyridin-3-yl)-2-(1-methyl-2-oxabicyclo[2.1.1]hex-4-yl)imidazo[1,2-a]pyridine-6-carboxamide